(4-methoxyphenyl)(5-(6-(4-methylpiperazin-1-yl)pyridin-3-yl)-1H-pyrrolo[2,3-b]pyridin-3-yl)methanone COC1=CC=C(C=C1)C(=O)C1=CNC2=NC=C(C=C21)C=2C=NC(=CC2)N2CCN(CC2)C